O1C(CCCC1)N1N=CC=C1C=1N=CC=C2C=CC=NC12 8-[1-(tetrahydro-2H-pyran-2-yl)-1H-pyrazol-5-yl]-1,7-naphthyridine